Cyclohexyl(5-(5-(5-(trifluoromethyl)-1,3,4-oxadiazol-2-yl)pyridin-2-yl)-2,5-diazabicyclo[2.2.1]heptan-2-yl)methanone C1(CCCCC1)C(=O)N1C2CN(C(C1)C2)C2=NC=C(C=C2)C=2OC(=NN2)C(F)(F)F